5-(3-(1-cyclopropyl-1,2,3,6-tetrahydropyridin-4-yl)-2-fluoro-6-hydroxyphenyl)-1,2,5-thiadiazolidin-3-one 1,1-dioxide C1(CC1)N1CCC(=CC1)C=1C(=C(C(=CC1)O)N1CC(NS1(=O)=O)=O)F